4,4'-didecyl-neurosporene C(CCCCCCCCC)C(CC=C(C)C)\C(\C)=C\CC\C(\C)=C\C=C\C(\C)=C\C=C\C=C(/C)\C=C\C=C(/C)\C=C\C=C(/C)\C(CC=C(C)C)CCCCCCCCCC